C(CCCCC(=O)[O-])(=O)OCC(CC)CCCC 3-heptylmethyl adipate